C([C@@H]1[C@H]([C@@H]([C@H]([C@H](O1)O[C@@H]2[C@H](O[C@@H]([C@@H]([C@H]2O)O)O[C@@H]3[C@H](O[C@@H]([C@@H]([C@H]3O)O)O[C@@H]4[C@H](O[C@@H]([C@@H]([C@H]4O)O)O[C@@H]5[C@H](O[C@@H]([C@@H]([C@H]5O)O)O[C@H]([C@@H](CO)O)[C@@H]([C@H](C=O)O)O)CO)CO)CO)CO)O)O)O)O The molecule is a maltohexaose hexasaccharide in which the glucose residue at the reducing end is in the aldehydo open-chain form. It has a role as an Escherichia coli metabolite.